FC1=CC=C(C=C1)C1=CC=2C(=NC=C(C2)C=2C=C(SC2)C(=O)N[C@@H](CO)C(=O)OC)N1 methyl (4-(2-(4-fluorophenyl)-1H-pyrrolo[2,3-b]pyridin-5-yl)-thiophene-2-carbonyl)-L-serinate